N-(4-(2,7-diazaspiro[3.5]nonan-2-yl)piperidin-1-yl)-4-((7,7-difluoro-9-isopropyl-5-methyl-6-oxo-6,7,8,9-tetrahydro-5H-pyrimido[4,5-b][1,4]diazepin-2-yl)amino)-3-methoxybenzamide C1N(CC12CCNCC2)C2CCN(CC2)NC(C2=CC(=C(C=C2)NC=2N=CC1=C(N(CC(C(N1C)=O)(F)F)C(C)C)N2)OC)=O